O=C1NC(CCC1N1C(C2=CC=C(C=C2C1)C1=CC=C(N=N1)N(C(OC(C)(C)C)=O)CC)=O)=O tert-butyl (6-(2-(2,6-dioxopiperidin-3-yl)-1-oxoisoindolin-5-yl)pyridazin-3-yl)(ethyl)carbamate